5-Fluoro-2-((((trans)-4-hydroxycyclohexyl)thio)methyl)-7-((tetrahydrofuran-3-yl)methoxy)quinazolin-4(3H)-one FC1=C2C(NC(=NC2=CC(=C1)OCC1COCC1)CS[C@@H]1CC[C@H](CC1)O)=O